[(2S)-1-(8-bromo-4-{[(5-phenyl-4H-1,2,4-triazol-3-yl)methyl]amino}pyrazolo[1,5-a][1,3,5]triazin-2-yl)piperidin-2-yl]methanol BrC=1C=NN2C1N=C(N=C2NCC2=NN=C(N2)C2=CC=CC=C2)N2[C@@H](CCCC2)CO